CC1(C(CC1=O)C#N)C 2,2-dimethyl-3-oxocyclobutane-1-carbonitrile